FC1=C(C=C(C=C1)NC(C=C)=O)NC1=NC(=NC=C1C1=C(C=C(C=C1)C(F)(F)F)F)NC=1C=NN(C1)C N-(4-fluoro-3-((5-(2-fluoro-4-(trifluoromethyl)phenyl)-2-((1-methyl-1H-pyrazol-4-yl)amino)pyrimidin-4-yl)amino)phenyl)acrylamide